5-(8-((1S,2S)-2-(1-(2,2,2-trifluoroethyl)-1H-benzo[d]imidazol-5-yl)cyclopropyl)imidazo[1,2-b]pyridazin-6-yl)pyrimidine-2,4(1H,3H)-dione FC(CN1C=NC2=C1C=CC(=C2)[C@@H]2[C@H](C2)C=2C=1N(N=C(C2)C=2C(NC(NC2)=O)=O)C=CN1)(F)F